C1(\C=C/C(=O)O1)=O maleic acid anhydrid